C(C)(C)(C)[Si](OC=1C=C(C=C(C1)C(=O)OC)OB(O)O)(C)C 3-(tert-butyl-dimethyl-siloxy)-5-(methoxycarbonyl)phenyl-boric acid